C1(CC1)OC1=CC=C2C(=N1)C=CN2 5-cyclopropoxy-1H-pyrrolo[3,2-b]pyridin